1H-1,2,3-triazole-3-thiol N1NN(C=C1)S